(S)-2-(5-chloro-3-(trifluoromethyl)-1H-pyrazol-1-yl)-N-(5-fluoro-6-(4-(2-methyl-1,1-dioxidotetrahydrothiophen-2-yl)-1H-imidazol-1-yl)pyridin-3-yl)acetamide ClC1=CC(=NN1CC(=O)NC=1C=NC(=C(C1)F)N1C=NC(=C1)[C@]1(S(CCC1)(=O)=O)C)C(F)(F)F